C1(CCCC1)SC1=CC=C(C=C1)C(C)=NNC(N)=N 2-(1-(4-(Cyclopentylthio)phenyl)ethylidene)hydrazine-1-carboximidamide